3-(4-Chloro-2-methyl-2H-indazol-5-yl)-5-methyl-6-{3-oxa-7,9-diazabicyclo[3.3.1]nonan-7-yl}-1H,4H,5H-pyrazolo[3,4-d]pyrimidin-4-one ClC=1C2=CN(N=C2C=CC1C1=NNC=2N=C(N(C(C21)=O)C)N2CC1COCC(C2)N1)C